C1(CC1)C1=CC=C(C=C1)NC(=O)[C@]1(N(CCC1)C(=O)OC(C)(C)C)C tert-butyl (S)-2-((4-cyclopropylphenyl)carbamoyl)-2-methylpyrrolidine-1-carboxylate